N1=C(C=CC=C1)N1CCN(CC1)CC=1NC2=CC=CC=C2C1 2-[[4-(2-pyridin-yl)piperazin-1-yl]methyl]-1H-indole